C(C)N1C2=C([C@H]([C@H](C1=O)NC(C1=CC(=CC=C1)C(F)(F)F)=O)C1=CC=C(C=C1)F)C(=NN2C2=CC=CC=C2)CO |r| rac-N-((4R,5R)-7-ethyl-4-(4-fluorophenyl)-3-(hydroxymethyl)-6-oxo-1-phenyl-4,5,6,7-tetrahydro-1H-pyrazolo[3,4-b]pyridin-5-yl)-3-(trifluoromethyl)benzamide